3-(2-(dimethylamino) ethyl)-1H-indol-4-yl phosphate P(=O)(OC1=C2C(=CNC2=CC=C1)CCN(C)C)([O-])[O-]